1-(6-(4-(((2S)-4-methyl-1-(1H-pyrazol-3-yl)-2-pentanyl)amino)-5,6,7,8-tetrahydro-2-quinazolinyl)-2,6-diazaspiro[3.4]octan-2-yl)-2-propen-1-one CC(C[C@@H](CC1=NNC=C1)NC1=NC(=NC=2CCCCC12)N1CC2(CN(C2)C(C=C)=O)CC1)C